tert-butyl 7-(4-(4-((1-(tert-butyl)-1H-1,2,3-triazole-4-carboxamido) methyl)-3-methylphenyl) pyridin-3-yl)-1,7-diazaspiro[4.4]nonane-1-carboxylate C(C)(C)(C)N1N=NC(=C1)C(=O)NCC1=C(C=C(C=C1)C1=C(C=NC=C1)N1CC2(CCCN2C(=O)OC(C)(C)C)CC1)C